3-(6-(4-(2,3-diaminopyridin-4-yl)-1H-pyrazol-1-yl)pyridin-3-yl)-4,4,4-trifluoro-N-methylbutane-1-sulfonamide NC1=NC=CC(=C1N)C=1C=NN(C1)C1=CC=C(C=N1)C(CCS(=O)(=O)NC)C(F)(F)F